N-(3-(2-chlorophenyl)imidazo[1,2-a]pyridin-6-yl)-N-methylacetamide ClC1=C(C=CC=C1)C1=CN=C2N1C=C(C=C2)N(C(C)=O)C